C(=O)(O)[C@H](CCC(=O)O)NC(=O)N[C@@H](CS)C(=O)O N-[N-[(S)-1,3-dicarboxypropyl]-carbamoyl]-L-cysteine